N-Acetylsulfanilyl chloride C(C)(=O)NC1=CC=C(S(=O)(=O)Cl)C=C1